BrC1=CC(=C(CN2C(OCC=3C=NC=4C=C(C(=CC4C32)OC)OC)=O)C(=C1)F)F 1-(4-bromo-2,6-difluorobenzyl)-8,9-dimethoxy-1,4-dihydro-2H-[1,3]oxazino[5,4-c]quinolin-2-one